4-(5-{[(4-Fluorophenyl)methyl]amino}-1-(3-hydroxy-2,2-dimethylpropanoyl)-1H-pyrazol-3-yl)-1-[(3-hydroxypyrrolidin-1-yl)sulfonyl]-5-methylpiperidin-3-on FC1=CC=C(C=C1)CNC1=CC(=NN1C(C(CO)(C)C)=O)C1C(CN(CC1C)S(=O)(=O)N1CC(CC1)O)=O